methyl (1s,3r,5R-7S)-3-(((methylsulfonyl)oxy)methyl)adamantane-1-carboxylate CS(=O)(=O)OCC12CC3(C[C@@H](C[C@H](C1)C3)C2)C(=O)OC